1-(2-((2-(1-(cyclopropylsulfonyl)-1H-pyrazol-4-yl)pyrimidin-4-yl)amino)-5-((2-methylthiazol-4-yl)ethynyl)pyridin-4-yl)piperidin-4-ol C1(CC1)S(=O)(=O)N1N=CC(=C1)C1=NC=CC(=N1)NC1=NC=C(C(=C1)N1CCC(CC1)O)C#CC=1N=C(SC1)C